CC1=CC=2N(C=C1)N=C(C2)[C@@H]2N(CCC1=C2N=CN1)C(=O)C=1OC(=NN1)C1=NC=CC=C1 (R)-(4-(5-methylpyrazolo[1,5-a]pyridin-2-yl)-6,7-dihydro-1H-imidazo[4,5-c]pyridin-5(4H)-yl)(5-(pyridin-2-yl)-1,3,4-oxadiazol-2-yl)methanone